((tert-butoxycarbonyl)amino)-3,3-dicyclohexylpropionic acid C(C)(C)(C)OC(=O)NC(C(=O)O)C(C1CCCCC1)C1CCCCC1